Cl.C(C)OC(=O)C1CCNCCC1 azepane-4-carboxylic acid ethyl ester, hydrochloride